C[C@]1(C(C)=O)CC[C@H]2[C@@H]3CC(C4=CC(CC[C@]4(C)[C@H]3CC[C@]12C)=O)=C 17α-methyl-6-methylene-pregn-4-ene-3,20-dione